3-chloro-N-(2-fluoro-3-(quinoxaline-6-carbonyl)phenyl)benzamide ClC=1C=C(C(=O)NC2=C(C(=CC=C2)C(=O)C=2C=C3N=CC=NC3=CC2)F)C=CC1